N-[5-[2-(4-cyclopropylpiperazin-1-yl)pyrimidin-5-yl]-4-fluoro-2-[(3R,5S)-3,4,5-trimethylpiperazin-1-yl]phenyl]-4-fluoro-2-(trifluoromethyl)benzamide C1(CC1)N1CCN(CC1)C1=NC=C(C=N1)C=1C(=CC(=C(C1)NC(C1=C(C=C(C=C1)F)C(F)(F)F)=O)N1C[C@H](N([C@H](C1)C)C)C)F